ClC=1C(=C2C=NNC2=CC1F)OC1=NC=CC2=C1N=C(N=C2N2CCN(CC2)C(C=C)=O)OC[C@@H]2N(CCC2)C 1-[4-(8-[(5-chloro-6-fluoro-1H-indazol-4-yl)oxy]-2-{[(2R)-1-methylpyrrolidin-2-yl]methoxy}pyrido[3,4-d]pyrimidin-4-yl)piperazin-1-yl]prop-2-en-1-one